pyrido[3,2-d]pyrimidine-2(1H)-one N1C(N=CC2=C1C=CC=N2)=O